N-(3-(4'-(((S)-tetrahydrofuran-3-yl)oxy)-4,5,5',6'-tetrahydro-2H-spiro[furan-3,8'-pyrano[3,4-b]pyridin]-2'-yl)-1H-pyrrolo[2,3-c]pyridin-5-yl)acetamide O1C[C@H](CC1)OC1=C2C(=NC(=C1)C1=CNC3=CN=C(C=C31)NC(C)=O)C3(OCC2)COCC3